FCCC=1C=C(C=CC1)N(C(C#C)=O)C1(CCOCC1)C(=O)N 4-(N-(3-(2-fluoroethyl)phenyl)propiolamido)tetrahydro-2H-pyran-4-carboxamide